NC1=CC(=C(OC=2C=C3C(CC(NC3=CC2)=O)(C)C)C(=C1)Cl)Cl 6-(4-amino-2,6-dichloro-phenoxy)-4,4-dimethyl-1,3-dihydroquinolin-2-one